FC1=CC=C(C=C1)[C@H](C)NS(=O)(=O)C1=CC=C2CCN(CC2=C1)C(C(C)C)=O (S)-N-(1-(4-fluorophenyl)ethyl)-2-isobutyryl-1,2,3,4-tetrahydroisoquinoline-7-sulfonamide